N-(7-chloro-6-(1-((S)-3,4,4-trimethyltetrahydrofuran-3-yl)piperidin-4-yl)isoquinolin-3-yl)-6-oxaspiro[2.5]octane-1-carboxamide ClC1=C(C=C2C=C(N=CC2=C1)NC(=O)C1CC12CCOCC2)C2CCN(CC2)[C@@]2(COCC2(C)C)C